(S)-N-(7-(3-hydroxy-3-methylbut-1-yn-1-yl)-5-methyl-4-oxo-2,3,4,5-tetrahydrobenzo[b][1,4]oxazepin-3-yl)-4-((6-methylpyridin-3-yl)methyl)pyridineamide OC(C#CC1=CC2=C(OC[C@@H](C(N2C)=O)NC(=O)C2=NC=CC(=C2)CC=2C=NC(=CC2)C)C=C1)(C)C